2-[(4-tert-Butyl-2-fluoro-5-hydroxy-phenyl)methyl]-N-[1-(trifluoromethyl)cyclopropyl]imidazo[1,2-a]pyridine-7-carboxamide 3a-hydroxy-7b-(4-bromobenzamido)-5b-cholanoate O[C@H]1C[C@H]2C[C@@H]([C@H]3[C@@H]4CC[C@H]([C@@H](CCC(=O)O)C)[C@]4(CC[C@@H]3[C@]2(CC1)C)C)NC(C1=CC=C(C=C1)Br)=O.C(C)(C)(C)C1=CC(=C(C=C1O)CC=1N=C2N(C=CC(=C2)C(=O)NC2(CC2)C(F)(F)F)C1)F